C(C)(C)N1CCCCC1 1-Isopropylpiperidin